3-(3,3-difluoropyrrolidin-1-yl)-3-(4-hydroxyphenyl)-7-(trifluoromethyl)indolin-2-one FC1(CN(CC1)C1(C(NC2=C(C=CC=C12)C(F)(F)F)=O)C1=CC=C(C=C1)O)F